8-bromo-2,4-dichloro-6-methyl-quinazoline BrC=1C=C(C=C2C(=NC(=NC12)Cl)Cl)C